3-methyl-4-butyl-benzamide CC=1C=C(C(=O)N)C=CC1CCCC